1,6-NAPHTHYRIDINE N1=CC=CC2=CN=CC=C12